ClC1=CC=C(C=C1)C1=C(C(=NN1C1=C(C=C(C=C1)Cl)Cl)C(=O)O[C@@H]1[C@]2(CC[C@@H](C1)C2(C)C)C)C (1S,2S,4S)-1,7,7-trimethylbicyclo[2.2.1]heptan-2-yl 5-(4-chlorophenyl)-1-(2,4-dichlorophenyl)-4-methyl-1H-pyrazole-3-carboxylate